acetylamino-N-(3-((4-fluorophenyl)sulfonamido)-4-hydroxyphenyl)-[1,1'-biphenyl]-4-carboxamide C(C)(=O)NC1=C(C=CC(=C1)C(=O)NC1=CC(=C(C=C1)O)NS(=O)(=O)C1=CC=C(C=C1)F)C1=CC=CC=C1